NC(C(=O)[O-])(C)N diaminopropionate